19-(oxan-2-yl)-8,14-dioxa-3-thia-10,19,20,23-tetraazatetracyclo[13.5.2.12,5.018,21]tricosa-1(20),2(23),4,15,17,21-hexaen-9-one O1C(CCCC1)N1C2=CC=C3OCCCNC(OCCC4=CSC(C(=N1)C2=C3)=N4)=O